4-[(4-bromo-2-methylphenyl)methyl]-1,5-dimethyl-1,2,3,4-tetrahydroquinoxaline BrC1=CC(=C(C=C1)CN1CCN(C2=CC=CC(=C12)C)C)C